C1(=CC=C(C=C1)CC(CNC(C)=O)[N+]1=NOC=C1)C1=CC=CC=C1 3-(1-([1,1'-biphenyl]-4-yl)-3-acetamidoprop-2-yl)-1,2,3-oxadiazol-3-ium